C1(=CC(=CC=C1)CC1N(CC2(CC2)C1CS(=O)(=O)N)C(=O)N1CC(C1)F)C1=CC=CC=C1 (6-([1,1'-biphenyl]-3-ylmethyl)-5-(3-fluoroazetidine-1-carbonyl)-5-azaspiro[2.4]heptane-7-yl)methanesulfonamide